C(C)(C)(C)C(=C(C(C)(C)C)C(C)(C)C)OO[SiH3] tris(t-butyl)vinylsilyl peroxide